O1COC2=C1C=CC(=C2)C(SC2=CC=C(C=C2)C)=O S-(p-tolyl) benzo[d][1,3]dioxole-5-thiocarboxylate